OCCCN1C(N(C=2N=C(N(C2C1=O)CCC(F)(F)F)OC1=CC(=CC=C1)OC(F)(F)F)C)=O 1-(3-hydroxypropyl)-3-methyl-8-(3-(trifluoromethoxy)phenoxy)-7-(3,3,3-trifluoropropyl)-1H-purine-2,6(3H,7H)-dione